NC1=NC=C(C2=C1C(=C(N2C)C2=C(C=C(C=C2)NC(C=C)=O)C)C2=CC=C(C=C2)OC2=NN(C=C2)C)C#N N-(4-(4-amino-7-cyano-1-methyl-3-(4-((1-methyl-1H-pyrazol-3-yl)oxy)phenyl)-1H-pyrrolo[3,2-c]pyridin-2-yl)-3-methylphenyl)acrylamide